1-(3-fluoro-4,5-dihydroxyphenyl)ethan-1-one O-(3-(5-methyl-1,2,4-oxadiazol-3-yl)benzyl) oxime CC1=NC(=NO1)C=1C=C(CON=C(C)C2=CC(=C(C(=C2)O)O)F)C=CC1